BrC1=C(N=C(C=2N1N=CC2)N2CCC1(CC2)CC2=C(C=NC(=C2)CO)[C@H]1NS(=O)C(C)(C)C)C N-[(7S)-1'-(7-bromo-6-methyl-pyrazolo[1,5-a]pyrazin-4-yl)-3-(hydroxymethyl)spiro[5,7-dihydro-cyclopenta[c]pyridin-6,4'-piperidin]-7-yl]-2-methyl-propane-2-sulfinamide